C(C(C)N)([2H])[2H] propane-1,1-d2-2-amine